6-(3-chloro-2,6-difluorophenyl)pyrimidin-4-ol, hydrobromide Br.ClC=1C(=C(C(=CC1)F)C1=CC(=NC=N1)O)F